C(C)(C)(C)OC(=O)N1C=C(C2=CC(=CC=C12)OCCC1CN(CC12CC2)C(=O)OC(C)(C)C)NC(C)=O.C2CC21CNCC1CCOC=1C=C2C(=CNC2=CC1)NC(C)=O N-(5-(2-(5-azaspiro[2.4]heptan-7-yl)ethoxy)-1H-indol-3-yl)acetamide tert-Butyl-3-acetamido-5-(2-(5-(tert-butoxycarbonyl)-5-azaspiro[2.4]heptan-7-yl)ethoxy)-1H-indole-1-carboxylate